C(C)(=O)OC1=C2C(=CNC2=CC=C1)C(C(=O)N(C)C)=O 3-(2-(dimethylamino)-2-oxoacetyl)-1H-indol-4-yl acetate